C(C)(C)(C)C=1N=C(SC1N1C=NC=C1)NC(=S)NC(C=CC1=CC(=C(C=C1)OC(C)=O)OC)=O N-[4-tert-butyl-5-(imidazol-1-yl)thiazol-2-yl]-N'-[(4-acetoxy-3-methoxyphenyl)acryloyl]thiourea